CC1(CC=2N3CCN(C(C3=CC2C1)=O)C=1C=NC=C(C1C=O)C1=CN(C(C(=C1)NC1=NC(=NC=C1)C)=O)C)C 3-{4,4-Dimethyl-9-oxo-1,10-diazatricyclo[6.4.0.02,6]dodeca-2(6),7-dien-10-yl}-5-{1-methyl-5-[(2-methylpyrimidin-4-yl)amino]-6-oxo-1,6-dihydropyridin-3-yl}pyridine-4-carbaldehyde